6-(2-Chlorophenyl)-2-ethoxy-5-(phenylselanyl)-3,4-dihydro-1,2-oxaphosphinine 2-oxide ClC1=C(C=CC=C1)C1=C(CCP(O1)(OCC)=O)[Se]C1=CC=CC=C1